C(C1=CC=CC=C1)N([C@H]([C@@H](C(=O)OC(C)(C)C)O)CCC(C)(F)F)[C@@H](C)C1=CC=CC=C1 tert-Butyl (2S,3S)-3-(benzyl((S)-1-phenylethyl)amino)-6,6-difluoro-2-hydroxyheptanoate